OC(C)(C)C1=CC=C2C(=N1)CC1(CCNCC1)[C@@H]2NS(=O)C(C)(C)C N-((S)-2-(2-hydroxypropan-2-yl)-5,7-dihydrospiro[cyclopenta[b]pyridine-6,4'-piperidin]-5-yl)-2-methylpropane-2-sulfinamide